O=C1OC(=CC=C1C(=O)OC)C1=CC=C(C=C1)C methyl 2-oxo-6-(p-tolyl)-2H-pyran-3-carboxylate